1-(4-(3-Chloro-2-methylphenyl)piperazin-1-yl)-2-(5-fluoro-3-((3R,4S)-3-fluoro-4-hydroxypiperidin-1-carbonyl)-4,5,6,7-tetrahydro-1H-indazol-1-yl)ethan-1-on ClC=1C(=C(C=CC1)N1CCN(CC1)C(CN1N=C(C=2CC(CCC12)F)C(=O)N1C[C@H]([C@H](CC1)O)F)=O)C